C(C(C)(C)C)(=O)OC1=CC=2CCCC(C2C(=C1)Br)CC=C 5-allyl-4-bromo-5,6,7,8-tetrahydronaphthalen-2-yl pivalate